CC1=CC=C(C=C1)S(=O)(=O)OCC1C(C1)C(=O)OC Methyl 2-({[(4-methylphenyl)sulfonyl]oxy}methyl)cyclopropane-1-carboxylate